5-phenyl-3-(p-tolyl)-5-(2,2,2-trifluoroethyl)-4,5-dihydroisoxazole C1(=CC=CC=C1)C1(CC(=NO1)C1=CC=C(C=C1)C)CC(F)(F)F